CC=1C=C2C(=CC(=C(C2=CC1)OC(C=C)=O)N(CC)CC)OC(C)=O 6-methyl-2-diethylamino-4-acetoxy-1-acryloyloxynaphthalene